diethyl (E)-(1-(((4-((diphenylmethylene) amino)-2-methyl-3-oxobutan-2-yl) oxy) imino)-2,2-dimethylpropyl) phosphate P(=O)(OCC)(OCC)O/C(/C(C)(C)C)=N/OC(C)(C(CN=C(C1=CC=CC=C1)C1=CC=CC=C1)=O)C